7-((3aR,4R,6R,6aR)-6-(3,4-dichlorobenzyl)-2,2,6a-trimethyltetrahydrofuro[3,4-d][1,3]dioxol-4-yl)-7H-pyrrolo[2,3-d]pyrimidin-4-amine ClC=1C=C(C[C@H]2O[C@H]([C@H]3[C@@]2(OC(O3)(C)C)C)N3C=CC2=C3N=CN=C2N)C=CC1Cl